2-[(formyl-hydroxy-amino)-methyl]-heptanoic acid [1-(2-hydroxymethyl-pyrrolidine-1-carbonyl)-2-methyl-propyl]-amide OCC1N(CCC1)C(=O)C(C(C)C)NC(C(CCCCC)CN(O)C=O)=O